(3R)-3-amino-7-(5-tert-butyl-1,3,4-oxadiazol-2-yl)-5-[(4-ethyloxazol-2-yl)methyl]-8-fluoro-1,1-dioxo-2,3-dihydro-1lambda6,5-benzothiazepin-4-one N[C@H]1CS(C2=C(N(C1=O)CC=1OC=C(N1)CC)C=C(C(=C2)F)C=2OC(=NN2)C(C)(C)C)(=O)=O